BrC=1C=C2C(NC(N(C2=CC1C1CC1)C1=C(C=CC=C1)Cl)=O)=O 6-Bromo-1-(2-chlorophenyl)-7-cyclopropylquinazoline-2,4(1H,3H)-dione